ClC=1C=C2C=NN(C2=CC1N1CCN(CC1)C1(COC1)C)C=1C=NN(C1)CC(F)(F)F 5-chloro-6-(4-(3-methyloxetan-3-yl)piperazin-1-yl)-1-(1-(2,2,2-trifluoroethyl)-1H-pyrazol-4-yl)-1H-indazole